O(C1=CC=CC=C1)C1=CC=C(C=C1)C1=NN2C(NC3=C(CC2)C=CC(=C3)N3CCNCC3)=C1C(=O)N 2-(4-phenoxyphenyl)-6-(piperazin-1-yl)-9,10-dihydro-4H-benzo[d]pyrazolo[1,5-a][1,3]diazepine-3-carboxamide